N-(2,5-di(piperidin-1-yl)oxazolo[4,5-b]pyridin-6-yl)-2-(3-methylpyridin-4-yl)oxazole-4-carboxamide N1(CCCCC1)C=1OC=2C(=NC(=C(C2)NC(=O)C=2N=C(OC2)C2=C(C=NC=C2)C)N2CCCCC2)N1